O1C(=CC=C1)C1=CC=C(C=C1)CNC(=O)C1N(C(CN(C1)CC1=CC=CC2=CC=CC=C12)C)C(C(C)C)=O N-{[4-(furan-2-yl)phenyl]methyl}-6-methyl-1-(2-methylpropanoyl)-4-[(naphthalen-1-yl)methyl]piperazine-2-carboxamide